ClC=1C(=C(C(=O)NC=2C(=NC(=CC2)OC)C)C(=CC1)NC1=C(C=C(C=C1)F)C(C)C)C 3-chloro-6-((4-fluoro-2-isopropylphenyl)amino)-N-(6-methoxy-2-methylpyridin-3-yl)-2-methylbenzamide